4-[[4-[3-(2-cyclopentylethynyl)phenyl]-2-(cyclopropylmethyl)-1H-pyrrol-3-yl]methyl]-2-fluoro-benzenesulfonamide C1(CCCC1)C#CC=1C=C(C=CC1)C=1C(=C(NC1)CC1CC1)CC1=CC(=C(C=C1)S(=O)(=O)N)F